8-chloro-4,5-dihydrobenzo[b]thieno[3,2-d]oxepine-9-carbaldehyde ClC=1C(=CC2=C(OCCC3=C2C=CS3)C1)C=O